CN1N=C(N=C1N)N 1-methyl-1H-1,2,4-triazol-3,5-diamine